5-methyl-1,8-nonadiene CC(CCC=C)CCC=C